2-Oxo-2-[rac-(2R,5S)-2-(2-ethylindazol-5-yl)-5-methyl-1-piperidyl]acetamide Ethyl-2-oxo-2-[rac-(2R,5S)-2-(2-ethylindazol-5-yl)-5-methyl-1-piperidyl]acetate C(C)OC(C(N1[C@H](CC[C@@H](C1)C)C1=CC2=CN(N=C2C=C1)CC)=O)=O.O=C(C(=O)N)N1[C@H](CC[C@@H](C1)C)C1=CC2=CN(N=C2C=C1)CC |r|